BrC=1C=C(C=2N(C1)C(=C(N2)CC)NC)F 6-bromo-2-ethyl-8-fluoro-N-methylimidazo[1,2-a]pyridin-3-amine